C[C@H]1C(NC=2C=CC=NC2C=2C=CN=C([C@H](CCC1)NC(OC(C)(C)C)=O)C2)=O tert-butyl N-[(10R,14S)-10-methyl-9-oxo-3,8,16-triazatricyclo[13.3.1.02,7]nonadeca-1(19),2(7),3,5,15,17-hexaen-14-yl]carbamate